3-(prop-1-en-2-yl)-5-(trifluoromethoxy)benzaldehyde C=C(C)C=1C=C(C=O)C=C(C1)OC(F)(F)F